2-(3,5-di-tert-pentyl-2-hydroxyphenyl)-2H-benzotriazole C(C)(C)(CC)C=1C(=C(C=C(C1)C(C)(C)CC)N1N=C2C(=N1)C=CC=C2)O